FC1=C(C=CC=C1S(=O)(=O)C)NC1=NC=C(C(=N1)C1=CNC2=C(C=CC=C12)NC([C@@H](C)N1CCN(CC1)CCO)=O)C (R)-N-(3-(2-((2-fluoro-3-(methylsulfonyl)phenyl)amino)-5-methylpyrimidin-4-yl)-1H-indol-7-yl)-2-(4-(2-hydroxyethyl)piperazin-1-yl)propanamide